(2R,4S)-4-hydroxy-1-[(2S)-2-[4-(1-hydroxy-2-phenyl-ethyl)triazol-1-yl]-3,3-dimethyl-butanoyl]-N-methyl-pyrrolidine-2-carboxamide O[C@H]1C[C@@H](N(C1)C([C@H](C(C)(C)C)N1N=NC(=C1)C(CC1=CC=CC=C1)O)=O)C(=O)NC